ClC=1N=NC(=C2C1SC=C2)N[C@H]2CN(CCC2)C(=O)OC(C)(C)C tert-butyl (R)-3-((7-chlorothieno[2,3-d]pyridazin-4-yl)amino)piperidine-1-carboxylate